2-(2,6-dioxopiperidin-3-yl)-5-fluoro-6-(8-((4'-fluoro-5,5-dimethyl-3,4,5,6-Tetrahydro-[1,1'-biphenyl]-2-yl)methyl)-3,8-diazabicyclo[3.2.1]octane-3-yl)isoindoline O=C1NC(CCC1N1CC2=CC(=C(C=C2C1)F)N1CC2CCC(C1)N2CC2=C(CC(CC2)(C)C)C2=CC=C(C=C2)F)=O